(2-bromo-4-chlorophenyl)-3,5,6,7,8,9-hexahydro-11H-azepino[1,2-a]purin-11-one BrC1=C(C=CC(=C1)Cl)C=1NC=2N=C3N(C(C2N1)=O)CCCCC3